(R,Z)-1-((2'-chloro-5-(prop-1-en-2-yl)-[1,1'-biphenyl]-2-yl)sulfonyl)-4-fluoro-N-(4-(methylsulfonyl)but-3-en-2-yl)piperidine-4-carboxamide ClC1=C(C=CC=C1)C1=C(C=CC(=C1)C(=C)C)S(=O)(=O)N1CCC(CC1)(C(=O)N[C@H](C)\C=C/S(=O)(=O)C)F